tert-butyl 4-[[4-[4-[2-[(3S)-2,6-dioxo-3-piperidyl]-1-oxo-isoindolin-5-yl] piperazin-1-yl]-1-piperidyl]methyl]piperidine-1-carboxylate O=C1NC(CC[C@@H]1N1C(C2=CC=C(C=C2C1)N1CCN(CC1)C1CCN(CC1)CC1CCN(CC1)C(=O)OC(C)(C)C)=O)=O